2-(2-(N-hydroxyethyl-N-ethylamino)ethoxy)-4,6-bis(trichloromethyl)-s-triazine Methyl-2-amino-5-(4-(trifluoromethyl)benzyloxy)benzoate COC(C1=C(C=CC(=C1)OCC1=CC=C(C=C1)C(F)(F)F)N)=O.OCCN(CC)CCOC1=NC(=NC(=N1)C(Cl)(Cl)Cl)C(Cl)(Cl)Cl